diethyl 2-[[(3R)-2-(p-tolylsulfonyl)-3,4-dihydro-1H-isoquinolin-3-yl]methyl]propanedioate C1(=CC=C(C=C1)S(=O)(=O)N1CC2=CC=CC=C2C[C@H]1CC(C(=O)OCC)C(=O)OCC)C